NC(=O)N (S)-amino ketone